COC1=C(C=CC(=C1)OC)C1N(CCCCC1)C=O 2-(2,4-dimethoxyphenyl)azepane-1-carbaldehyde